NC1(CCC(CC1)(C1=CC=C(C=C1)F)CNC1=CC(=NC=2N1N=C(C2)C(F)(F)F)CC)C#N (1r,4r)-1-amino-4-(((5-ethyl-2-(trifluoromethyl)pyrazolo[1,5-a]pyrimidin-7-yl)amino)methyl)-4-(4-fluorophenyl)cyclohexane-1-carbonitrile